C1(CC1)C1=CNC=2N=CN=C(C21)NCC2=NC(=CC=C2)N2CCNCC2 5-Cyclopropyl-N-((6-(piperazin-1-yl)pyridin-2-yl)methyl)-7H-pyrrolo[2,3-d]pyrimidin-4-amine